C(C)C1=NC=2C(=NC(=CC2C)C)N1CC1=CC=C(C=C1)C1=C(SC(=C1)C1=CC=CC=C1)S(=O)(=O)NC(OCCCC)=O Butyl (3-(4-((2-ethyl-5,7-dimethyl-3H-imidazo[4,5-b]pyridin-3-yl)methyl)phenyl)-5-phenylthiophen-2-yl)sulfonylcarbamate